BrC1=CC(=C(C(=O)O)C=C1F)NC1=C(C(=C(C=C1)F)F)CN(CCC1=NC(=CC=C1[N+](=O)[O-])OC)C(=O)OC(C)(C)C C4-bromo-2-((2-(((tert-butoxycarbonyl)(2-(6-methoxy-3-nitropyridin-2-yl)ethyl)-amino)methyl)-3,4-difluorophenyl)amino)-5-fluorobenzoic acid